4-(4-chloro-2-fluorophenyl)-2-((2R,4R)-2-(1-cyclopropyl-1H-pyrazol-4-yl)tetrahydro-2H-pyran-4-yl)-7-methylpteridine ClC1=CC(=C(C=C1)C1=NC(=NC2=NC(=CN=C12)C)[C@H]1C[C@@H](OCC1)C=1C=NN(C1)C1CC1)F